(R)-9-methyl-6-oxo-N-(2-sulfamoyl-5-(trifluoromethyl)phenyl)-6,7,8,9-tetrahydropyrido[3',2':4,5]pyrrolo[1,2-a]pyrazine-2-carboxamide C[C@@H]1CNC(C=2N1C1=C(C2)C=CC(=N1)C(=O)NC1=C(C=CC(=C1)C(F)(F)F)S(N)(=O)=O)=O